COC(=O)C1=C(C=NC=C1)NC[C@@H]1CCOC2=C1C=CC(=C2)N(C)C2=CC(=CC=C2)C#N 3-({[(4R)-7-[(3-cyanophenyl)(methyl)amino]-3,4-dihydro-2H-1-benzopyran-4-yl]methyl}amino)pyridine-4-carboxylic acid methyl ester